NC(C(=O)NC=1C=C2C(N(C=NC2=CC1)CCOC)=O)C(C)C 2-amino-N-(3-(2-methoxyethyl)-4-oxo-3,4-dihydroquinazolin-6-yl)-3-methylbutanamide